(Z)-l-O-Dodecenyl acetate C(C)(=O)O\C=C/CCCCCCCCCC